CC=1SC2=C(CC1)C=CC=C2 2-methyl-4H-1-benzothiopyran